COC(=O)C1=CC=NC2=CC=C(N=C12)Cl.C(=O)(O)CCCCCCCCCCC[Si](OCC)(OCC)OCC 11-carboxyl-undecyl-triethoxysilane methyl-6-chloro-1,5-naphthyridine-4-carboxylate